(2-amino-[1,2,4]triazolo[1,5-a]pyridin-7-yl)-6-chloro-2-fluoro-N-((2r,3r)-2-fluoro-3-(4-fluorophenyl)-3-hydroxypropyl)benzamide NC1=NN2C(C=C(C=C2)C=2C(=C(C(=O)NC[C@H]([C@H](O)C3=CC=C(C=C3)F)F)C(=CC2)Cl)F)=N1